2-benzyl 1-(tert-butyl) (2S)-5-methoxypyrrolidine-1,2-dicarboxylate COC1CC[C@H](N1C(=O)OC(C)(C)C)C(=O)OCC1=CC=CC=C1